tert-butyl 3-[2-(2-prop-2-ynoxyethoxy)ethoxy]propanoate C(C#C)OCCOCCOCCC(=O)OC(C)(C)C